4-nitrophenyl 1-(4-methoxy-3-(pyrazin-2-yl)phenyl)-3-methyl-5-oxo-4,5-dihydro-1H-pyrazole-4-carboxylate COC1=C(C=C(C=C1)N1N=C(C(C1=O)C(=O)OC1=CC=C(C=C1)[N+](=O)[O-])C)C1=NC=CN=C1